C(C)(C)(C)NC(C1=CC(=CC(=C1)B1OC(C(O1)(C)C)(C)C)C1=CC=C(C=C1)F)=O N-tert-butyl-3-(4-fluorophenyl)-5-(4,4,5,5-tetramethyl-1,3,2-dioxaborolan-2-yl)-benzamide